Cl.C(C1=CC=CC=C1)[C@@H](CCCC)N1C=NC=2C(=NC=3C=CC=CC3C21)N 1-[(1R)-1-benzylpentyl]imidazo[4,5-c]quinolin-4-amine hydrochloride